2-OXO-1,2-DIHYDRO-3H-INDOL O=C1NC2=CC=CC=C2C1